N-(4-((3S,5R)-3-amino-5-methylpiperidin-1-yl)pyridin-3-yl)-2,2',6,6'-tetrafluoro-4'-(4-fluorotetrahydro-2H-pyran-4-yl)-[1,1'-biphenyl]-3-carboxamide dihydrochloride Cl.Cl.N[C@@H]1CN(C[C@@H](C1)C)C1=C(C=NC=C1)NC(=O)C=1C(=C(C(=CC1)F)C1=C(C=C(C=C1F)C1(CCOCC1)F)F)F